C1C(=NC2=C(N1)N=C(NC2=O)N)CNC3=CC(=C(C=C3)C(=O)O)O The molecule is a member of the class of pteroic acids that is 7,8-dihydropteroic acid carrying a phenolic hydroxy substituent at the position ortho to the carboxylic acid function. It has a role as a bacterial xenobiotic metabolite. It is a member of pteroic acids and a monohydroxybenzoic acid. It derives from a 7,8-dihydropteroic acid.